6-(3,3-difluorocyclobutoxy)-7-(difluoromethyl)-2,2,3,3-tetrafluoro-2,3-dihydrobenzo[b]-thiophene 1-oxide FC1(CC(C1)OC=1C=CC2=C(S(C(C2(F)F)(F)F)=O)C1C(F)F)F